(S)-1-[6-methyl-4-(trifluoromethyl)pyridin-2-yl]-5-(piperazine-1-carbonyl)pyrrolidin-2-one CC1=CC(=CC(=N1)N1C(CC[C@H]1C(=O)N1CCNCC1)=O)C(F)(F)F